sodium trifluoropropylmethyl-silanolate FC(CC[SiH]([O-])C)(F)F.[Na+]